BrC1=C(N=C2N(C1=O)C=CC=C2C2=CC(=C(C=C2)C(=O)N2C[C@@H](CC2)OC)F)C(F)(F)F 3-bromo-9-(3-fluoro-4-(((3R)-3-methoxypyrrolidin-1-yl)carbonyl)phenyl)-2-(trifluoromethyl)-4H-pyrido[1,2-a]pyrimidin-4-one